4-amino-2-(methylthio)-pyrimidine-5-carbaldehyde NC1=NC(=NC=C1C=O)SC